(2-(2-(3-ACETAMIDO-4-(2-METHOXYETHOXY)PHENYL)THIAZOL-4-YL)ACETYL)GLYCINE C(C)(=O)NC=1C=C(C=CC1OCCOC)C=1SC=C(N1)CC(=O)NCC(=O)O